methyl 2-nonenoate (methyl-2-nonenate) CC(C(=O)O)=CCCCCCC.C(C=CCCCCCC)(=O)OC